BrCCCCCCSC1=CC2=CC=CC=C2C=C1 2-naphthyl (6-bromohexyl) thioether